N-[1-[(4-aminophenyl)methyl]-4-piperidinyl]-N-methyl-carbamic acid tert-butyl ester C(C)(C)(C)OC(N(C)C1CCN(CC1)CC1=CC=C(C=C1)N)=O